diphenyl-dichlorobenzyl-pyridine C1(=CC=CC=C1)C1=C(C(=C(C(=N1)CC1=CC=CC=C1)Cl)Cl)C1=CC=CC=C1